1-isopropyl-4,6-dihydrospiro[indazole-5,4'-piperidine]-7(1H)-one, hydrochloride Cl.C(C)(C)N1N=CC=2CC3(CCNCC3)CC(C12)=O